N-[1,1'-biphenyl-4-yl]-{2'-(2-phenyl-d5-9H-carbazol-9-yl)-[1,1'-biphenyl-4-yl]}amine C1(=CC=C(C=C1)NC1=CC=C(C=C1)C1=C(C=CC=C1)N1C2=CC=CC=C2C=2C=CC(=CC12)C1=C(C(=C(C(=C1[2H])[2H])[2H])[2H])[2H])C1=CC=CC=C1